indazol-4-yl-trifluoromethanesulfonate N1N=CC2=C(C=CC=C12)OS(=O)(=O)C(F)(F)F